O(S(=O)(=O)C(F)(F)F)C1=CC(=CC=2OCCOC21)NC2=NC(=CC(=N2)C)NC [7-[[4-methyl-6-(methylamino) pyrimidin-2-yl] amino]-2,3-dihydro-1,4-benzodioxin-5-yl] triflate